C1(CCC2=CC=CC=C12)CN(C1=CC=C(OC=2N=C(C3=C(N2)C=NC=C3)O)C=C1)C 2-[4-[2,3-dihydro-1H-inden-1-ylmethyl(methyl)amino]phenoxy]pyrido[3,4-d]pyrimidin-4-ol